C[C@H](CC1C2(C3=CC4=C(OCCO4)C=C3C1)CCC(CC2)C(=O)O)COC2=CC=NC=1CCC[C@H](C21)C 7'-[(2R)-2-methyl-3-{[(5R)-5-methyl-5,6,7,8-tetrahydroquinolin-4-yl]oxy}propyl]-2',3',7',8'-tetrahydrospiro[cyclohexane-1,6'-indeno[5,6-b][1,4]dioxine]-4-carboxylic acid